N1C2=C(CCC(C1)N)C=CC=C2 2,3,4,5-tetrahydro-1H-benzo[b]azepin-3-amine